C1(=CC=C(C=C1)C1=CN=C2N1N=C(C=C2)C2=CC=C(OCCCN(C)C)C=C2)C2=CC=CC=C2 3-(4-(3-([1,1'-biphenyl]-4-yl)imidazo[1,2-b]pyridazin-6-yl)phenoxy)-N,N-dimethylpropan-1-amine